(1-((2-(2,6-dioxopiperidin-3-yl)-1-oxoisoindolin-5-yl)methyl)piperidin-4-yl)ethyne O=C1NC(CCC1N1C(C2=CC=C(C=C2C1)CN1CCC(CC1)C#C)=O)=O